BrC1=C(SC2=C1C=CC(=C2F)F)C(=O)OCC ethyl 3-bromo-6,7-difluoro-1-benzothiophene-2-carboxylate